C(#N)C1=CC(=C(C=C1)[C@@H]1C(=C(NC2=C(C=NC(=C12)OCC)C)C)C(=O)N)OC |r| rac-(4s,4r)-4-(4-cyano-2-methoxyphenyl)-5-ethoxy-2,8-dimethyl-1,4-dihydro-1,6-naphthyridine-3-carboxamide